NC1=NC=C(C=C1O[C@H](C)C=1C=C(C=CC1)NC(C1=CC(=CC=C1)N(C)C)=O)C1CCN(CC1)C (R)-N-(3-(1-((2-amino-5-(1-methylpiperidin-4-yl)pyridin-3-yl)oxy)ethyl)phenyl)-3-(dimethylamino)benzamide